[N+](=O)([O-])C1=C(C=CC=C1)N[C@@H]1CC[C@H](CC1)O N-(o-nitrophenyl)-trans-4-aminocyclohexanol